methyl 2-[(2S)-2,6-bis({[(tert-butoxy)carbonyl]amino})hexanamido]acetate C(C)(C)(C)OC(=O)N[C@H](C(=O)NCC(=O)OC)CCCCNC(=O)OC(C)(C)C